C(C1=CC=CC=C1)OC1=C(C=C2C(=NC(=NC2=C1)Cl)Cl)OC 7-benzyloxy-2,4-dichloro-6-methoxyquinazoline